Methyl 2,3-dichloro-5,6-dimethylbenzoate ClC1=C(C(=O)OC)C(=C(C=C1Cl)C)C